N1=CC(=CC=C1)C1(CC1)C=1NC(C2=C(N1)CCNC2)=O 2-(1-(pyridin-3-yl)cyclopropyl)-5,6,7,8-tetrahydropyrido[4,3-d]pyrimidin-4(3H)-one